1-methylpyrazole-4-carbaldehyde CN1N=CC(=C1)C=O